5-(4-fluorophenyl)-3-cyano-N-oxidoisoxazoline FC1=CC=C(C=C1)C1CC(=[N+](O1)[O-])C#N